BrC=1C2=CN(N=C2C(=CC1)CC)COCC[Si](C)(C)C 4-bromo-7-ethyl-2-{[2-(trimethylsilyl)ethoxy]methyl}-2H-indazole